C(OC(C)C)(OCCCCC(F)(F)F)=O isopropyl (5,5,5-trifluoropentyl) carbonate